Natrium monohydrogenphosphat-Dihydrat O.O.P(=O)(O)([O-])[O-].[Na+].[Na+]